CC=1N=C2C(=NC(=NN2C1)Cl)NCC1=CC=C(C=C1)C=1N(C=C(N1)C(F)(F)F)C(C)C methyl-2-chloro-N-(4-(1-isopropyl-4-(trifluoromethyl)-1H-imidazol-2-yl)benzyl)imidazo[2,1-f][1,2,4]triazin-4-amine